4-[3-[4-(4-bromophenyl)piperazin-1-yl]-2-hydroxy-propyl]-2-cyano-benzoic acid methyl ester COC(C1=C(C=C(C=C1)CC(CN1CCN(CC1)C1=CC=C(C=C1)Br)O)C#N)=O